C(C)(C)(C)OC(=O)N1CC2(CC2)[C@@H]([C@@H]1CC1=C(C(=CC(=C1)F)Br)F)N[S@](=O)C(C)(C)C (6S,7S)-6-(3-bromo-2,5-difluorobenzyl)-7-(((R)-tert-butylsulfinyl)amino)-5-azaspiro[2.4]heptane-5-carboxylic acid tert-butyl ester